ethyl 2-chloro-4-((tetrahydro-2H-pyran-4-yl)amino)pyrimidine-5-carboxylate ClC1=NC=C(C(=N1)NC1CCOCC1)C(=O)OCC